5-amino-1-(4-methylphenyl)-3-tert-butylpyrazole NC1=CC(=NN1C1=CC=C(C=C1)C)C(C)(C)C